COC([C@H](CCC(C=[N+]=[N-])=O)NC(COC(C)C)=O)=O.CC=1C(=C(C=2CC3=CC=CC=C3C2C1)[SiH](C1C(=CC=C1)CCCC)C1C(=CC=C1)CCCC)C dimethylbis(2-butylcyclopentadienyl)(fluoren-1-yl)silane methyl-(S)-6-diazo-2-(2-isopropoxyacetamido)-5-oxohexanoate